2-((2,3-difluoro-4-(4,4,5,5-tetramethyl-1,3,2-dioxaborolan-2-yl)phenyl)amino)-1-(3-fluoro-5-(trifluoromethyl) phenyl)-2-oxoethyl acetate C(C)(=O)OC(C(=O)NC1=C(C(=C(C=C1)B1OC(C(O1)(C)C)(C)C)F)F)C1=CC(=CC(=C1)C(F)(F)F)F